C1CC12NCCN(C2)C=2C=C(C(=NC2)[C@H]2[C@@H](CN(CC2)C2=C1C(=NC(=C2)C)N(N=C1)C)C)C 4-[(3S,4R)-4-[5-(4,7-diazaspiro[2.5]oct-7-yl)-3-methyl-2-pyridinyl]-3-methyl-1-piperidinyl]-1,6-dimethyl-pyrazolo[3,4-b]pyridine